3-(6-(2,7-diazaspiro[3.5]nonan-2-yl)pyridin-3-yl)-5-(trifluoromethyl)-1,2,4-oxadiazole TFA Salt OC(=O)C(F)(F)F.C1N(CC12CCNCC2)C2=CC=C(C=N2)C2=NOC(=N2)C(F)(F)F